(R)-6-methoxy-1-tosyl-6-(trifluoromethyl)-4,5,6,7-tetrahydro-1H-indole-3-sulfonyl chloride CO[C@@]1(CCC=2C(=CN(C2C1)S(=O)(=O)C1=CC=C(C)C=C1)S(=O)(=O)Cl)C(F)(F)F